C(C)OC(=O)[C@@H]1CC[C@H](CC1)OCC1=CC(=C(C=C1)F)F trans-4-[(3,4-difluorobenzyl)oxy]cyclohexane-1-carboxylic acid ethyl ester